{p-[(1-{(S)-2-[(S)-3-Isobutyl-2-oxo-1-piperazinyl]-4-methylvaleryl}-4-piperidyl)meth-oxy]phenyl}acetamide C(C(C)C)[C@H]1C(N(CCN1)[C@H](C(=O)N1CCC(CC1)COC1=CC=C(C=C1)CC(=O)N)CC(C)C)=O